(2S,4S)-4-fluoro-1-[2-[(3R)-3-[(8-methyl-4-quinolinyl)amino]pyrrolidin-1-yl]acetyl]pyrrolidine-2-carbonitrile F[C@H]1C[C@H](N(C1)C(CN1C[C@@H](CC1)NC1=CC=NC2=C(C=CC=C12)C)=O)C#N